(R)-1-(3-Fluorobicyclo[1.1.1]pent-1-yl)-3-(isoquinolin-4-yl)-2-oxoimidazoline-4-carbonitrile FC12CC(C1)(C2)N2C(N([C@H](C2)C#N)C2=CN=CC1=CC=CC=C21)=O